O'-(propane-2,2-diylbis(cyclohexane-4,1-diyl)) terephthalate C1(C2=CC=C(C(=O)OC3CCC(CC3)C(C)(C)C3CCC(CC3)O1)C=C2)=O